sodium ethyl pyrophosphate O(P([O-])(=O)OP(=O)([O-])[O-])CC.[Na+].[Na+].[Na+]